O=C1NC(CCC1N1C(C2=CC=CC(=C2C1=O)NCC=1C=NN(C1)C1CCN(CC1)C(=O)C1(CCNCC1)O)=O)=O 2-(2,6-dioxopiperidin-3-yl)-4-(((1-(1-(4-hydroxypiperidine-4-carbonyl)piperidin-4-yl)-1H-pyrazol-4-yl)methyl)amino)isoindoline-1,3-dione